CN1CC2=C(N=C(N=C2NC)C2CN(CC2)C(=O)C=2C=C(C=CC2)N2C(CCC2)=O)CC1 1-(3-(3-(6-methyl-4-(methylamino)-5,6,7,8-tetrahydropyrido[4,3-d]pyrimidin-2-yl)pyrrolidine-1-carbonyl)phenyl)pyrrolidin-2-one